1-[6-(azidomethyl)-1H-pyrrolo[3,2-c]pyridin-2-yl]-N-[(3-fluoro-1-bicyclo[1.1.1]pentyl)methyl]methylamine N(=[N+]=[N-])CC1=CC2=C(C=N1)C=C(N2)CNCC21CC(C2)(C1)F